CC1(CNCC1)C=1N=NNC1 3-methyl-3-(1H-1,2,3-triazol-4-yl)pyrrolidin